C(C1CO1)OCCC[Si](OCC)(OCC)C gamma-(2,3-epoxypropoxy)propylmethyldiethoxysilane